CC1=CC(=NO1)[C@]1([C@@H]2CCN(C[C@H]12)C1=CN=C2C(=N1)NN=C2C2=CSC1=NC=CC=C12)CN ((1S,6R,7S)-7-(5-methylisoxazol-3-yl)-3-(3-(thieno[2,3-b]pyridin-3-yl)-1H-pyrazolo[3,4-b]pyrazin-6-yl)-3-azabicyclo[4.1.0]heptan-7-yl)methanamine